N-(4-(8-(1,1-Difluoropropan-2-yl)-2-(methylthio)-7-oxo-7,8-dihydropyrido[2,3-d]pyrimidin-6-yl)-2,3-difluorophenyl)-1-phenylmethanesulfonamide FC(C(C)N1C(C(=CC2=C1N=C(N=C2)SC)C2=C(C(=C(C=C2)NS(=O)(=O)CC2=CC=CC=C2)F)F)=O)F